C(=O)O.CN1CCC(CC1)C1=NN2C(C=C(C(=C2)C(=O)N)NC(=O)C2=NC(=CC=C2)C(F)(F)F)=C1 2-(1-methyl-4-piperidyl)-5-[[6-(trifluoromethyl)pyridine-2-carbonyl]amino]pyrazolo[1,5-a]pyridine-6-carboxamide formic acid salt